1-(4-(4-amino-7-cyclopropyl-7H-pyrrolo[2,3-d]pyrimidin-5-yl)benzofuran-7-yl)-3-(4-((1-methylpiperidin-4-yl)oxy)-3-(trifluoromethyl)phenyl)urea NC=1C2=C(N=CN1)N(C=C2C2=CC=C(C1=C2C=CO1)NC(=O)NC1=CC(=C(C=C1)OC1CCN(CC1)C)C(F)(F)F)C1CC1